methylpyrrole-2-carboxylic acid CC1=C(NC=C1)C(=O)O